ClC1=CC=C2C3(C(N(C2=C1)C=1C=NN(C1)C)=O)OC1=C(C3)C=CC(=C1)C(=O)O 6'-chloro-1'-(1-methyl-1H-pyrazol-4-yl)-2'-oxo-3H-spiro-[benzofuran-2,3'-indoline]-6-carboxylic acid